C(=C)[C@@H]1C[C@H](CCC1)S(=O)(=O)N (1S,3S)-3-VINYLCYCLOHEXANE-1-SULFONAMIDE